NC1=C(C=CC(=C1)CN1CCCCC1)NC1CCC(CC1)C(=O)OCC ethyl (1s,4s)-4-((2-amino-4-(piperidin-1-ylmethyl)phenyl)amino)cyclohexane-1-carboxylate